2-(4-Ethyl-6-methylpyrazolo[1,5-a]pyrazin-2-yl)-7-[2-(piperidin-1-yl)ethoxy]-4H-pyrido[1,2-a]pyrimidin-4-one C(C)C=1C=2N(C=C(N1)C)N=C(C2)C=2N=C1N(C(C2)=O)C=C(C=C1)OCCN1CCCCC1